(R)-N-(7-methoxy-4-(1-methyl-3-phenyl-1H-pyrazol-4-yl)quinazolin-6-yl)-1-methylpyrrolidine-2-carboxamide COC1=C(C=C2C(=NC=NC2=C1)C=1C(=NN(C1)C)C1=CC=CC=C1)NC(=O)[C@@H]1N(CCC1)C